ClC=1C=C(C#N)C=C(C1)C[C@@H](C)N1C[C@H]([C@@H](C1)C)COC1=CC=C(C=C1)S(=O)(=O)C 3-chloro-5-[(2R)-2-[(3S,4S)-3-[(4-methanesulfonylphenoxy)methyl]-4-methylpyrrolidin-1-yl]propyl]benzonitrile